(3-(dimethylamino)pyrrolidin-1-yl)(3-((2-(4-methylpiperazine-1-carbonyl)phenyl)ethynyl)-1H-indazol-5-yl)methanone CN(C1CN(CC1)C(=O)C=1C=C2C(=NNC2=CC1)C#CC1=C(C=CC=C1)C(=O)N1CCN(CC1)C)C